C(C)OC(C)OC1=CC=C(C=C)C=C1 p-(1-ethoxyethoxy)styrene